ClC=1C=C(OC2=C(C=C(C=C2)NC(CC2=C(C(=CC=C2Cl)C)Cl)=O)S(N)(=O)=O)C=CC1 N-[4-(3-chlorophenoxy)-3-sulfamylphenyl]-2-(2,6-dichloro-3-methylphenyl)acetamide